2-((3-(2,3-dihydro-1H-inden-1-yl)-4-oxo-3,4-dihydropteridin-2-yl)thio)-N-(thiazol-2-yl)acetamide C1(CCC2=CC=CC=C12)N1C(=NC2=NC=CN=C2C1=O)SCC(=O)NC=1SC=CN1